acryloyloxy-2-hydroxypropane C(C=C)(=O)OCC(C)O